ClC1=C(C=CC=C1C=1C=NC(=CC1)N1C(N(CCC1)C)=O)C1C(NC(CC1)=O)=O 3-(2-chloro-3-(6-(3-methyl-2-oxotetrahydropyrimidin-1(2H)-yl)pyridin-3-yl)phenyl)piperidine-2,6-dione